C(C)(C)(C)[Si](C1=CC=CC=C1)(C1=CC=CC=C1)OCC12CC(C1)(C2)C2=C(C1=C(C(=N2)C=2C=C3C=NN(C3=CC2)C)C=CS1)C1=C(C=C(C=C1OCCOC)F)F tert-butyl-[[3-[7-[2,4-difluoro-6-(2-methoxyethoxy)phenyl]-4-(1-methylindazol-5-yl)thieno[3,2-c]pyridin-6-yl]-1-bicyclo[1.1.1]pentanyl]methoxy]-diphenyl-silane